8-((2-chlorothiazol-5-yl)methyl)-3-(cyclopropanecarbonyl)pyrido[2,3-d]pyrimidine-2,4(3H,8H)-dione ClC=1SC(=CN1)CN1C=CC=C2C1=NC(N(C2=O)C(=O)C2CC2)=O